2-(9-oxo-9-(tridecan-7-yloxy)nonyl)malonic acid O=C(CCCCCCCCC(C(=O)O)C(=O)O)OC(CCCCCC)CCCCCC